15-(tetracos-15-enoyloxy)-pentadecanoic acid C(CCCCCCCCCCCCCC=CCCCCCCCC)(=O)OCCCCCCCCCCCCCCC(=O)O